4,5-dimethyl-6-[3-(1-methylpyrazol-4-yl)-7,8-dihydro-5H-1,6-naphthyridin-6-yl]pyridazine-3-carbonitrile CC1=C(N=NC(=C1C)N1CC=2C=C(C=NC2CC1)C=1C=NN(C1)C)C#N